C(C)OC(=O)C1CC12CSCC2 5-Thiaspiro[2.4]heptane-1-carboxylic acid ethyl ester